IC=1C=NN(C1)CC 4-Iodo-1-ethyl-1H-pyrazole